(4-bromophenyl)-6-azaspiro[2.5]octane BrC1=CC=C(C=C1)C1CC12CCNCC2